7-amino-3-bromo-2,2-dimethylchroman-4-one NC1=CC=C2C(C(C(OC2=C1)(C)C)Br)=O